(S)-1-(3-(cyclopropylsulfonyl)phenoxy)-3-((R)-8-(1-methyl-2,3-dihydro-1H-pyrido[2,3-b][1,4]oxazin-7-ylsulfonyl)-1-oxa-8-azaspiro[4.5]dec-3-ylamino)propan-2-ol C1(CC1)S(=O)(=O)C=1C=C(OC[C@H](CN[C@H]2COC3(C2)CCN(CC3)S(=O)(=O)C3=CC2=C(OCCN2C)N=C3)O)C=CC1